3-((3-((8-(4,4-difluoropiperidin-1-yl)octyl)amino)phenyl)amino)piperidine-2,6-dione FC1(CCN(CC1)CCCCCCCCNC=1C=C(C=CC1)NC1C(NC(CC1)=O)=O)F